2-(4-cyclopropyl-6-methoxy-pyrimidin-5-yl)-5-(methoxymethyl)-4-methylsulfanyl-pyrimidine C1(CC1)C1=NC=NC(=C1C1=NC=C(C(=N1)SC)COC)OC